2-(tert-Butyl)-2'-(4-methoxybenzyl)-1'H-spiro[benzo[d][1,3]oxazine-4,4'-isoquinoline]-1',3'(2'H)-dione C(C)(C)(C)C=1OC2(C(N(C(C3=CC=CC=C23)=O)CC2=CC=C(C=C2)OC)=O)C2=C(N1)C=CC=C2